(R)-5-fluoro-2-(1-(6-((2-methoxyethyl)(methyl)amino)-2-methylhexane-3-yl)-7',8'-dihydrospiro[azetidine-3,6'-pyrido[3,4-b]indole]-9'(5'H)-yl)benzoic acid FC=1C=CC(=C(C(=O)O)C1)N1C2=C(C=3CC4(CCC13)CN(C4)[C@@H](C(C)C)CCCN(C)CCOC)C=CN=C2